3-methyl-N,2-bis(1-methylethyl)butanamide CC(C(C(=O)NC(C)C)C(C)C)C